OC(CC(CC(C(=O)OC)C)C)C methyl 6-hydroxy-2,4-dimethylheptanoate